ClC1=NC(=CC(=N1)C1=CC=C(C=C1)Cl)N1CCN(CC1)S(=O)(=O)C 2-chloro-4-(4-chlorophenyl)-6-(4-(methylsulfonyl)piperazin-1-yl)pyrimidine